(2R,4S,5R,6R)-6-[(1R,2R)-3-azido-1,2-dihydroxypropyl]-2-(benzyloxy)-4-hydroxy-5-[(hydroxymethyl)carbonylamino]tetrahydro-2H-pyran-2-carboxylic acid N(=[N+]=[N-])C[C@H]([C@@H](O)[C@H]1[C@@H]([C@H](C[C@@](O1)(C(=O)O)OCC1=CC=CC=C1)O)NC(=O)CO)O